(Ra)-N-(5-(5-amino-1H-pyrazol-1-yl)-1,3,4-thiadiazol-2-yl)-4-(2-chloro-6-methoxyphenyl)-3-(2-hydroxyethoxy)-2-oxo-2H-pyran-6-carboxamide NC1=CC=NN1C1=NN=C(S1)NC(=O)C1=CC(=C(C(O1)=O)OCCO)C1=C(C=CC=C1OC)Cl